[Pd].OCC(CO)NC(C(=C)C)=O N-(1,3-dihydroxypropan-2-yl)methacrylamide palladium